NCC1(CN(CC1)C1=NC2=C(N1CC(=O)N(CC(F)(F)F)C)C=C(C=C2)F)F 2-(2-(3-(aminomethyl)-3-fluoropyrrolidin-1-yl)-6-fluoro-1H-benzo[d]imidazol-1-yl)-N-methyl-N-(2,2,2-trifluoroethyl)acetamide